2-chloro-1,1,1,3,3-pentachloro-4,4,4-trifluorobutane ClC(C(Cl)(Cl)Cl)C(C(F)(F)F)(Cl)Cl